NC=1C=C(C=CC1Cl)\C(=C/C(=O)[O-])\C(C)C (Z)-3-(3-amino-4-chlorophenyl)-4-methylpent-2-enoate